2-(bromomethyl)-4-methylpyridine BrCC1=NC=CC(=C1)C